FC1=C(C=C(C=C1)NC(=O)C1=C(C2=C(S1)C=C(C=C2)C(F)(F)F)NC(C2=C(C=CC(=C2)B2OC(C(O2)(C)C)(C)C)OC)=O)C(F)(F)F N-(4-fluoro-3-(trifluoromethyl)phenyl)-3-(2-methoxy-5-(4,4,5,5-tetramethyl-1,3,2-dioxaborolan-2-yl)benzamido)-6-(trifluoromethyl)benzo[b]thiophene-2-carboxamide